N-(5-(3-((1R,3R)-3-(trifluoromethoxy)cyclopentyl)phenyl)-4-(2-(trifluoromethyl)phenyl)thiazol-2-yl)benzenesulfonamide FC(O[C@H]1C[C@@H](CC1)C=1C=C(C=CC1)C1=C(N=C(S1)NS(=O)(=O)C1=CC=CC=C1)C1=C(C=CC=C1)C(F)(F)F)(F)F